2,5-dimethoxytetrahydrofuran-3-carbaldehyde COC1OC(CC1C=O)OC